(R)-2,2-difluoro-7-((5-methoxy-7-methyl-1H-indol-4-yl)methyl)-6-(1-methyl-1H-pyrazol-4-yl)-7-azaspiro[3.5]nonane FC1(CC2(C1)C[C@@H](N(CC2)CC2=C1C=CNC1=C(C=C2OC)C)C=2C=NN(C2)C)F